FC=1C=C(C=CC1F)CN1C(C(C2=CC=CC=C12)=O)=O 1-[(3,4-difluorophenyl)methyl]indoline-2,3-dione